OCCCCCCCNC(C1=CC(=NC=C1)N1CC2(CC1)CN(CC2)C2=CC=CC=C2)=O N-(7-hydroxyheptyl)-2-(7-phenyl-2,7-diazaspiro[4.4]nonan-2-yl)isonicotinamide